(1H-triazol-4-yl)methanone N1N=NC(=C1)C=O